Thio-Catechol C=1(S)C(O)=CC=CC1